ClC=1C(=CC2=C(C[C@@](O2)([C@H]2NCCC2)C2=CC=CC=C2)C1C=1C(=CC2=C(O[C@H](CO2)CO)C1F)C(=O)NC)F (S)-7-((S)-5-Chloro-6-fluoro-2-phenyl-2-((S)-pyrrolidin-2-yl)-2,3-dihydrobenzofuran-4-yl)-8-fluoro-2-(hydroxymethyl)-N-methyl-2,3-dihydrobenzo[b][1,4]dioxine-6-carboxamide